N6-(hex-5-yn-1-yl)-N6,3',5'-triacetyl-2'-deoxyadenosine C(CCCC#C)N(C=1C=2N=CN([C@H]3C[C@](O)([C@@H](C(O)C(C)=O)O3)C(C)=O)C2N=CN1)C(C)=O